(2S,6R)-4-(4-(3-(1H-indazol-6-yl)-1,4-dihydrothieno[2',3':4,5]cyclopenta[1,2-c]pyrazol-6-yl)benzyl)-2,6-dimethylmorpholine N1N=CC2=CC=C(C=C12)C=1C2=C(NN1)C1=C(C2)SC(=C1)C1=CC=C(CN2C[C@@H](O[C@@H](C2)C)C)C=C1